7-thiocyano-3,4-dihydroquinoxalin-2(1H)-one S(C#N)C1=CC=C2NCC(NC2=C1)=O